O1C2=C(OCC1)C(=CC=C2)NC2=NC=1N(C(=C2F)NC)N=CC1NC(=O)N[C@H]1[C@H](C1)F 1-(5-((2,3-dihydrobenzo[b][1,4]dioxin-5-yl)amino)-6-fluoro-7-(methylamino)pyrazolo[1,5-a]pyrimidin-3-yl)-3-((1R,2S)-2-fluorocyclopropyl)urea